tert-butyl 6-(2-chloro-6-(dimethylcarbamoyl)-7H-pyrrolo[2,3-d]pyrimidin-7-yl)-3,4-dihydroisoquinoline-2(1H)-carboxylate ClC=1N=CC2=C(N1)N(C(=C2)C(N(C)C)=O)C=2C=C1CCN(CC1=CC2)C(=O)OC(C)(C)C